ClC1=CC(=C(C=C1)C=1C=2N(N=C(C1)[C@@H]1C[C@@H](OCC1)C=1C=NN(C1)C)C(C(=C(N2)C)C)=O)F 9-(4-chloro-2-fluorophenyl)-2,3-dimethyl-7-[(2R,4S)-2-(1-methylpyrazol-4-yl)oxan-4-yl]pyrimido[1,2-b]pyridazin-4-one